tert-butyl (4-(N-((2,2,2-trichloroethoxy)carbonyl)carbamimidoyl)benzyl)carbamate ClC(COC(=O)NC(=N)C1=CC=C(CNC(OC(C)(C)C)=O)C=C1)(Cl)Cl